spiro[isobenzofuran-1,4'-piperidine] hydrochloride Cl.N1CCC2(CC1)OCC1=CC=CC=C12